C(C)OC(\C=C\COC1=CC(=NC=C1I)Cl)=O (E)-4-(2-chloro-5-iodo-pyridin-4-yloxy)-but-2-enoic acid ethyl ester